C(C1CO1)OCCC[Si](OC)(OC)OC 3-glycidyloxy-propyl-trimethoxysilane